7,8,17,18-tetrahydro-5,10,15,20-tetra(4-bromophenyl)-21H,23H-porphyrin BrC1=CC=C(C=C1)C=1C2=CC=C(N2)C(=C2CCC(C(=C3C=CC(=C(C=4CCC1N4)C4=CC=C(C=C4)Br)N3)C3=CC=C(C=C3)Br)=N2)C2=CC=C(C=C2)Br